C(C)(C)(C)OC(N[C@H]1C[C@@H](OC[C@H]1OC)C(=O)N1[C@H](C2=CC=CC=C2CC1)C1=CC=C(C=C1)F)=O ((2r,4S,5S)-2-((S)-1-(4-fluorophenyl)-1,2,3,4-tetrahydroisoquinoline-2-carbonyl)-5-methoxytetrahydro-2H-pyran-4-yl)carbamic acid tert-butyl ester